C(C)OC[C@]1(CN(CC1)C(C)(C)C=1C=NC(=CC1)C)CCC1=CC=2C=NC=CC2S1 |o1:4| (R or S)-2-(2-(3-(ethoxymethyl)-1-(2-(6-methylpyridin-3-yl)propan-2-yl)pyrrolidin-3-yl)ethyl)thieno[3,2-c]pyridine